(E)-2-isopropyl-1,3-dihydroxy-5-styrylbenzene C(C)(C)C1=C(C=C(C=C1O)\C=C\C1=CC=CC=C1)O